FC=1C=C(C=NC1)S(=O)(=O)N[C@@H](C(F)(F)F)C1=CC=C(C=C1)C (R)-5-fluoro-N-(2,2,2-trifluoro-1-(p-tolyl)ethyl)pyridine-3-sulfonamide